FC12CC(C1)(C2)CN (3-fluoro-1-bicyclo[1.1.1]pentyl)methylamine